C(CCC)C1(CS(C2=C(N(C1)C1=CC=C(C=C1)O)C=C(C(=C2)O\C=C(\C(=O)OCC)/F)SC)(=O)=O)CCCC ethyl (Z)-3-((3,3-dibutyl-5-(4-hydroxyphenyl)-7-(methylthio)-1,1-dioxido-2,3,4,5-tetrahydro-1,5-benzothiazepin-8-yl)oxy)-2-fluoroacrylate